3-methylpentane-d11 CC(C(C([2H])([2H])[2H])([2H])[2H])(C(C([2H])([2H])[2H])([2H])[2H])[2H]